C[C@@H]1N(CCN(C1)C1=NC=CC=N1)C1=NC=C(C=N1)[N+](=O)[O-] (S)-2-(2-methyl-4-(pyrimidin-2-yl)piperazin-1-yl)-5-nitropyrimidine